S(C)(=O)(=O)O.C(C#C)N[C@@H]1CCC2=CC=CC=C12 R-(+)-N-propargyl-1-aminoindan mesylate